1-(((tert-butyldimethylsilyl)oxy)methyl)-N-methoxy-N-methyl-cyclopropaneCarboxamide [Si](C)(C)(C(C)(C)C)OCC1(CC1)C(=O)N(C)OC